INOSINE-MONOPHOSPHATE P(=O)(O)(O)OC[C@@H]1[C@H]([C@H]([C@@H](O1)N1C=NC=2C(O)=NC=NC12)O)O